ClC=1C=C(C=CC1N1CCN(CC1)C)NC1=NC=CC(=N1)NC1=CN=NC2=C(C=CC=C12)C N2-(3-chloro-4-(4-methyl-piperazin-1-yl)-phenyl)-N4-(8-methylcinnolin-4-yl)pyrimidine-2,4-diamine